R-1-benzyl 6-(1,1,1,3,3,3-hexafluoropropan-2-yl) 6-azaspiro[2.5]octane-1,6-dicarboxylate [C@H]1(CC12CCN(CC2)C(=O)OC(C(F)(F)F)C(F)(F)F)C(=O)OCC2=CC=CC=C2